C1(=CC=CC=C1)[C@H](C)C=1C=C(SC1)C(=O)C=1C=NC=NC1 5-({4-[(1S)-1-phenylethyl]-2-thienyl}carbonyl)pyrimidin